C1(CC1)N(C(=O)[C@H]1CN(CCC1)C=1C=C(OC(C(=O)N2CCN(CC2)C(=O)OC(C)(C)C)(C)C)C=CC1)CC1=CC=C(C=C1)C=1C=NN(C1)C tert-butyl (R)-4-(2-(3-(3-(cyclopropyl(4-(1-methyl-1H-pyrazol-4-yl)benzyl) carbamoyl)piperidin-1-yl)phenoxy)-2-methylpropanoyl)piperazine-1-carboxylate